2,2,2-trifluoroethyl 2-[methyl-[[2-methyl-4-(1,1,2,2,2-pentafluoroethyl)phenyl]methyl]amino]-2-oxo-acetate CN(C(C(=O)OCC(F)(F)F)=O)CC1=C(C=C(C=C1)C(C(F)(F)F)(F)F)C